1-(6-chloropyridin-3-yl)-N-(4-bromobenzyl)methylamine ClC1=CC=C(C=N1)CNCC1=CC=C(C=C1)Br